aluminium magnesium zinc carbonate hydroxide [OH-].C([O-])([O-])=O.[Zn+2].[Mg+2].[Al+3]